N,N1-Bis-(2,5-dimethylphenyl)-6-morpholin-4-yl-[1,3,5]triazine-2,4-diamine hydrochloride Cl.CC1=C(C=C(C=C1)C)NC1N(C(=NC(=N1)N)N1CCOCC1)C1=C(C=CC(=C1)C)C